COC(CC(CCCCCCCCC)NCCCN(C)C)=O.COC(CC(CCCCCCCCC)N(C(CCCCCCCCC)=O)CCCN(C)C)=O.[N+](=O)([O-])C1=CC=C(C(=O)NC2=CC=C(OC3C4C5=C(C3CC4)C=C(C=C5)OC5=CC=C(C=C5)NC(C5=CC=C(C=C5)[N+](=O)[O-])=O)C=C2)C=C1 3,6-bis(4-(4-nitrobenzoylamino)phenoxy)benzonorbornene methyl-3-{N-[3-(dimethylamino)propyl]decanamido}dodecanoate Methyl-3-{[3-(dimethylamino)propyl]amino}dodecanoate